N1(CCNCC1)CC1CCN(CC1)C=1C=C(C=CC1)C1C(NC(CC1)=O)=O 3-(3-(4-(piperazin-1-ylmethyl)piperidin-1-yl)phenyl)piperidine-2,6-dione